S1N=NC=C1 thiadi-azole